6-(5-methyl-2-piperidyl)-1H-quinolin-2-one CC1CCC(NC1)C=1C=C2C=CC(NC2=CC1)=O